(4-cyclopropylphenyl)-5-phenylAzole-4-carboxylic acid ethyl ester C(C)OC(=O)C=1C=C(NC1C1=CC=CC=C1)C1=CC=C(C=C1)C1CC1